C(C(=C)C)(=O)OCCC[Si](OCCOCCCC)(OCCOCCCC)OCCOCCCC 3-Methacryloxypropyltris(butoxyethoxy)silan